6-(5-methyl-1H-pyrazol-4-yl)-N-(4-(4-methylpiperazin-1-yl)pyridin-2-yl)benzo[d]thiazol-2-amine CC1=C(C=NN1)C1=CC2=C(N=C(S2)NC2=NC=CC(=C2)N2CCN(CC2)C)C=C1